CC1=C(OC2=C(C1=O)C=C(C=C2[C@@H](C)NC2=C(C=CC=C2)C=2N=NC=CC2)C)C2=CC=CC=C2 3,6-dimethyl-2-phenyl-8-[(1R)-1-(2-pyridazin-3-ylanilino)ethyl]benzopyran-4-one